COC=1C(=C(C(=CC1)C)NC(=O)C1=CN=C(S1)NCC1CCN(CC1)C(CN1CCOCC1)=O)C N-(3-Methoxy-2,6-dimethyl-phenyl)-2-[[1-(2-morpholinoacetyl)-4-piperidyl]methylamino]thiazole-5-carboxamide